O=C1NC(CCC1N1C(C2=CC=C(C=C2C1)C(=O)NC1=C(C=CC=C1)O)=O)=O 2-(2,6-dioxopiperidin-3-yl)-N-(2-hydroxyphenyl)-1-oxoisoindoline-5-carboxamide